5-(pyridin-2-yl)pent-4-enamide N1=C(C=CC=C1)C=CCCC(=O)N